FC=1C(=CC2=C(NC=N2)C1)N[C@H]1CNC[C@H]1F 6-fluoro-N-[(3s,4r)-4-fluoropyrrolidin-3-yl]-1H-benzimidazol-5-amine